ClC1=CC=C(S1)[C@]1(NC(C[C@@H]1C(=O)OCC)=O)C ethyl (2S,3S)-2-(5-chlorothiophen-2-yl)-2-methyl-5-oxopyrrolidine-3-carboxylate